5-bromo-6-(2-isopropylphenyl)pyrazin-2-amine BrC=1N=CC(=NC1C1=C(C=CC=C1)C(C)C)N